1-(2-(4-(((tert-butyldimethylsilyl)oxy)methyl)phenyl)propan-2-yl)-4-(6-nitropyridin-3-yl)piperazine [Si](C)(C)(C(C)(C)C)OCC1=CC=C(C=C1)C(C)(C)N1CCN(CC1)C=1C=NC(=CC1)[N+](=O)[O-]